PIPERIDINYL-INDOL N1(CCCCC1)C=1NC2=CC=CC=C2C1